N-p-methyl-benzenesulfonyl-N'-(3-p-toluenesulfonyloxyphenyl)urea CC1=CC=C(C=C1)S(=O)(=O)NC(=O)NC1=CC(=CC=C1)OS(=O)(=O)C1=CC=C(C)C=C1